N-((S)-1-(4,4-difluorocyclohexyl)-2-oxo-2-((4-(((3S,5S)-2-oxo-5-(trifluoromethyl)pyrrolidin-3-yl)methyl)pyridin-2-yl)amino)ethyl)-4-ethyl-1,2,5-oxadiazole-3-carboxamide FC1(CCC(CC1)[C@@H](C(NC1=NC=CC(=C1)C[C@@H]1C(N[C@@H](C1)C(F)(F)F)=O)=O)NC(=O)C1=NON=C1CC)F